tert-butyl ((1S)-(7-(1-(2-(3,3-difluorocyclobutyl)acetamido)-2,2-difluoroethyl)imidazo[1,2-b]pyridazin-2-yl)(4,4-difluorocyclohexyl)methyl)carbamate FC1(CC(C1)CC(=O)NC(C(F)F)C1=CC=2N(N=C1)C=C(N2)[C@H](C2CCC(CC2)(F)F)NC(OC(C)(C)C)=O)F